C(#N)C=1C=C(C=C(C1)F)[C@H]1N(OCC1)C(=O)[C@@H]1CC[C@H](CC1)CN1N=CC2=CC(=C(C=C12)F)C#N trans-1-((4-((S)-3-(3-cyano-5-fluorophenyl)isoxazolidine-2-carbonyl)cyclohexyl)methyl)-6-fluoro-1H-indazole-5-carbonitrile